tert-Butyl (4R)-4-[(1-bromo-6-methoxycarbonyl-4-methyl-6,7-dihydro-5H-cyclopenta[c]pyridin-3-yl)oxymethyl]-2,2-dimethyl-1,3-oxazolidine-3-carboxylate BrC1=NC(=C(C2=C1CC(C2)C(=O)OC)C)OC[C@@H]2N(C(OC2)(C)C)C(=O)OC(C)(C)C